ClC1=C(C=C(OC2=NC(=NC=N2)NC=2C(=CC(=C(C2)C(C(=O)N)=C)N(C)CCN(C)C)OC(F)F)C=C1)OC 5-((4-(4-chloro-3-methoxyphenoxy)-1,3,5-triazin-2-yl)amino)-4-(difluoromethoxy)-2-((2-(dimethylamino)ethyl(methyl)amino)phenyl)acrylamide